tert-butyl 4-[4-[[2-(methoxymethyl)-6-nitro-phenyl]methoxy]phenoxy]piperidine-1-carboxylate COCC1=C(C(=CC=C1)[N+](=O)[O-])COC1=CC=C(OC2CCN(CC2)C(=O)OC(C)(C)C)C=C1